COC1=C(C=C2C(=NC(=NC2=C1)C)N[C@H](C)C1=CC(=CC=C1)C=1C=NNC1)OCCS(=O)(=O)C 7-methoxy-2-methyl-6-[2-(methylsulfonyl)ethoxy]-N-{(1R)-1-[3-(1H-pyrazol-4-yl)phenyl]ethyl}quinazolin-4-amine